C1(CC1)[C@@H](NC(CCC(F)(F)F)=O)C=1C=CC2=C(N(C=N2)COCC[Si](C)(C)C)C1 (R)-N-(cyclopropyl(1-((2-(trimethylsilyl)ethoxy)methyl)-1H-benzo[d]imidazol-6-yl)methyl)-4,4,4-trifluorobutanamide